benzophenanthrenetetraone C1(C=2C=3C=CC=CC3C3=C(C2C(C(C1=O)=O)=O)C=CC=C3)=O